CNC(C1=NC(=C(C=C1)N1CCN(CC1)CC1=CC(=NC=C1)NC(=O)N)C(F)(F)F)=O N-methyl-6-(trifluoromethyl)-5-(4-((2-ureidopyridin-4-yl)methyl)piperazin-1-yl)picolinamide